4-AMINO-2-MERCAPTOPYRIMIDINE-5-CARBALDEHYDE NC1=NC(=NC=C1C=O)S